5-[[2-[(2R,5S)-2-(6-acetamido-3-pyridyl)-5-methyl-1-piperidyl]-2-oxo-acetyl]amino]pyridine-3-carboxamide C(C)(=O)NC1=CC=C(C=N1)[C@@H]1N(C[C@H](CC1)C)C(C(=O)NC=1C=C(C=NC1)C(=O)N)=O